14-Hydroxy-heneicos-16-enoic acid OC(CCCCCCCCCCCCC(=O)O)CC=CCCCC